tertbutyl (4-methoxy-5-((6-(trifluoromethyl)pyridin-2-yl)carbamoyl)pyridine-2-yl)carbamate COC1=CC(=NC=C1C(NC1=NC(=CC=C1)C(F)(F)F)=O)NC(OC(C)(C)C)=O